C(=O)C1=CC=C(C=C1)N(C1=CC=CC=C1)C1=CC=C(C=C1)C=O N,N-di(4-formylphenyl)aniline